FC(C(=O)O)(F)F.COC1=NC=NC=C1N1CCNCC1 4-methoxy-5-(piperazin-1-yl)pyrimidine 2,2,2-trifluoroacetate